C(CCCCCCC)C(CCCCCCCC)OC(CCCCCCCOC(=O)[C@H]1N(CC(C1)OC(CCCN(C)C)=O)CCCCCC(OCCCCCCCCCCC)=O)=O (2S)-4-[4-(dimethylamino)butanoyloxy]-1-(6-oxo-6-undecyloxy-hexyl)pyrrolidine-2-carboxylic acid [8-(1-octylnonyloxy)-8-oxo-octyl] ester